6-chloro-N-(6-(difluoromethoxy)-5-fluoro-2-methoxypyridin-3-yl)-N-(methoxymethyl)-1-(phenylsulfonyl)-1H-pyrrolo[2,3-b]pyridine-3-sulfonamide ClC1=CC=C2C(=N1)N(C=C2S(=O)(=O)N(COC)C=2C(=NC(=C(C2)F)OC(F)F)OC)S(=O)(=O)C2=CC=CC=C2